ClC1=C(C=CC=C1)N1C=2N(C3=C(C1=O)C=NC(=N3)NC3=CC=C(C=C3)N3CCC(CC3)N(C)C)C=CN2 6-(2-chlorophenyl)-2-({4-[4-(dimethylamino)piperidin-1-yl]phenyl}amino)imidazo[1,2-a]pyrimido[5,4-e]pyrimidin-5(6H)-one